C(C)(C)(C)OC(=O)N1C[C@H](OC2=CC=3C(=CC=NC3C=C2C1)OC)CC (R)-2-ethyl-10-methoxy-2,3-dihydro-[1,4]oxazepino[7,6-g]quinoline-4(5H)-carboxylic acid tert-butyl ester